tert-butyl 3-[[3-amino-5-(2-fluoro-6-methyl-phenyl)-7-isoquinolyl]oxy]azetidine-1-carboxylate NC=1N=CC2=CC(=CC(=C2C1)C1=C(C=CC=C1C)F)OC1CN(C1)C(=O)OC(C)(C)C